2-(3-(Difluoromethyl)-1-((6-methylpyridin-2-yl)methyl)-1H-pyrazole-4-carbonyl)-3-hydroxycyclohex-2-en-1-one FC(C1=NN(C=C1C(=O)C=1C(CCCC1O)=O)CC1=NC(=CC=C1)C)F